The molecule is a 2-amino-4-[hydroxy(methyl)phosphoryl]butanoic acid that has R configuration at position 2. The enantiomer of glufosinate-P. It is an enantiomer of a glufosinate-P. It is a tautomer of a (2R)-glufosinate zwitterion. CP(=O)(CC[C@H](C(=O)O)N)O